C(C)OC(=O)C=1C=C(C=CC1)[C@H]1[C@@H](C(N(CC1)C(=O)OC(C)(C)C)=O)C |r| (±)-(3S,4R)-tert-butyl 4-(3-(ethoxycarbonyl)phenyl)-3-methyl-2-oxopiperidine-1-carboxylate